C1(CCCCC1)OC1=C(CNC(C=C)=O)C=C(C=C1)S(NC)(=O)=O N-(2-(cyclohexyloxy)-5-(N-methylsulfamoyl)benzyl)acrylamide